1-ethylpyridinium chloride [Cl-].C(C)[N+]1=CC=CC=C1